N1=C(C=CC=C1)N1N=CC(=C1C(F)(F)F)C(=O)N (pyridin-2-yl)-5-(trifluoromethyl)-1H-pyrazole-4-carboxamide